FC=1C=C2N(CCN(C2=CC1)C(=O)NC1CCN(CC1)C(=O)OC(C)(C)C)C1=CC=C(C=C1)F tert-butyl 4-(6-fluoro-4-(4-fluorophenyl)-1,2,3,4-tetrahydroquinoxaline-1-carboxamido)piperidine-1-carboxylate